1-(4-bromophenyl)-3-methylencyclobutane-1-carbaldehyde BrC1=CC=C(C=C1)C1(CC(C1)=C)C=O